(4-methylpiperazin-1-yl)-4H-pyrido[1,2-a]pyrimidin CN1CCN(CC1)C=1N=C2N(CC1)C=CC=C2